lauryl-dimethyl-carboxymethyl-ammonium C(CCCCCCCCCCC)[N+](CC(=O)O)(C)C